1-chloro-4-iodo-2-[(4-methoxyphenyl)methoxy]benzene ClC1=C(C=C(C=C1)I)OCC1=CC=C(C=C1)OC